Cl.Cl.C(C)(C)OC(=O)N1[C@H](CN(CC1)CC1=C(C(=CC(=C1)C)NC=1OC(=NN1)[C@H]1NCCOC1)C)C (2S)-4-[[2,5-dimethyl-3-[[5-[(3S)-morpholin-3-yl]-1,3,4-oxadiazol-2-yl]amino]phenyl]methyl]-2-methyl-piperazine-1-carboxylic acid isopropyl ester dihydrochloride